(4-((3-carbamoyl-4-methylphenyl)amino)-3-cyclopropyl-3H-imidazo[4,5-c]pyridin-6-yl)boronic acid C(N)(=O)C=1C=C(C=CC1C)NC1=NC(=CC2=C1N(C=N2)C2CC2)B(O)O